FC1(CCC(CC1)CN1C=CC2=CC(=CC=C12)NC(C=C)=O)F N-(1-((4,4-di-fluorocyclohexyl)methyl)-1H-indol-5-yl)acrylamide